[Br-].C(=N)N.[Pb+2].[Cs+].[Br-].[Br-] cesium lead formamidine bromide